C(C)(C)(C)C=1C=C(C=C(C1)C)C1=C(C=CC=C1)N(C1=C(C=CC(=C1)C(C)C)NC1=CC=C(C=C1)C)CCOC 3-(tert-butyl)-2'-((2-methoxyethyl)(5-isopropyl-2-(p-tolylamino)phenyl)amino)-5-methyl-[1,1'-biphenyl]